dimethyl 4-(1-tert-butoxycarbonyl-3-hydroxy-4-piperidyl)benzene-1,2-dicarboxylate C(C)(C)(C)OC(=O)N1CC(C(CC1)C=1C=C(C(=CC1)C(=O)OC)C(=O)OC)O